C(C(C(=O)N)C(=O)O)C(C(=O)O)N L-glutamic acid-gamma-methylamide